3-[(S)-ethylsulfinyl]-N'-hydroxy-pyridine-2-carboxamidine C(C)[S@](=O)C=1C(=NC=CC1)C(=NO)N